CC(C)[O-].[Ti+4].CC(C)[O-].CC(C)[O-].CC(C)[O-] titanium(IV) propane-2-Olate